[1-methyl-4-ethylsulfanyl-5,6-dihydrobenzo[b][1]benzothiepin-5-yl]piperazine CC1=CC=C(C=2S(C3C(C=CC21)=CC=CC3)N3CCNCC3)SCC